(4,7-dichloro-6-(4-((dimethylamino)methyl)-3-fluorophenyl)-2H-indazol-2-yl)-2-((R)-6-fluoro-6,7-dihydro-5H-pyrrolo[1,2-c]imidazol-1-yl)-N-(thiazol-2-yl)acetamide ClC=1C2=CN(N=C2C(=C(C1)C1=CC(=C(C=C1)CN(C)C)F)Cl)C(C(=O)NC=1SC=CN1)C1=C2N(C=N1)C[C@@H](C2)F